N-(1-(3-(trifluoromethyl)benzyl)-1H-indol-7-yl)acrylamide FC(C=1C=C(CN2C=CC3=CC=CC(=C23)NC(C=C)=O)C=CC1)(F)F